NC1=NC=C(C=C1O[C@H](C)C=1C=C(C=CC1)NC(C1=CC(=CC(=C1)C)C)=O)Cl (R)-N-(3-(1-((2-amino-5-chloropyridin-3-yl)oxy)ethyl)phenyl)-3,5-dimethylbenzamide